2-(azidomethyl)-4-(4-(trifluoromethyl)phenyl)-3,4-dihydro-2H-benzo[b][1,4]oxazine N(=[N+]=[N-])CC1CN(C2=C(O1)C=CC=C2)C2=CC=C(C=C2)C(F)(F)F